FN(S(=O)(=O)O)F perfluoroaminosulfonic acid